C(CCCCCCCCCCCCCCCC)C1N=C[N-]C1CCCCCCCCCCCCCCCCC 4,5-bis(heptadecyl)imidazolinide